CN1C(=NC=2NC(NC(C12)=O)=O)C dimethyl-7H-purine-2,6-dione